3,3-dimethylnorbornane-2-carbonitrile CC1(C(C2CCC1C2)C#N)C